4-(4,4,5,5-tetramethyl-1,3,2-dioxaborolan-2-yl)-1,2,3,6-tetrahydropyridine-1-carboxylic acid benzyl ester C(C1=CC=CC=C1)OC(=O)N1CCC(=CC1)B1OC(C(O1)(C)C)(C)C